COC=1C=C(C=NC1)C=1C=CC=2N(N1)C(=CN2)C=2SC=CC2 6-(5-methoxy-3-pyridyl)-3-(2-thienyl)imidazo[1,2-b]pyridazine